2-(Benzylthio)thiazole-4-carboxylic acid methyl ester COC(=O)C=1N=C(SC1)SCC1=CC=CC=C1